C1(CCCCC1)SSC 1-cyclohexyl-2-methyldisulfane